[Al].[V].[Nb].[N] nitrogen niobium vanadium aluminum